C(C1=CC=CC=C1)OC1=C(C=C(C=C1OC)B1OC(C(O1)(C)C)(C)C)F (4-(benzyloxy)-3-fluoro-5-methoxyphenyl)-4,4,5,5-tetramethyl-1,3,2-dioxaborolane